(3S)-7-(1-cyclopropylethyl)-3-hydroxy-3-methylbenzofuran C1(CC1)C(C)C1=CC=CC=2[C@](COC21)(C)O